3-Trimethoxysilylpropyl Chloride CO[Si](CCCCl)(OC)OC